tert-butyl (2r,4s)-2-(3-(4-methoxybenzyl)ureido)-6-azaspiro[3.4]octane-6-carboxylate COC1=CC=C(CNC(NC2CC3(C2)CN(CC3)C(=O)OC(C)(C)C)=O)C=C1